N-cyclobutyl-1-((5-(2,6-dichloro-4-(6-(difluoromethyl)-3,5-dioxo-4,5-dihydro-1,2,4-triazin-2(3H)-yl)phenoxy)-2-hydroxyphenyl)sulfonamido)cyclopropane-1-carboxamide C1(CCC1)NC(=O)C1(CC1)NS(=O)(=O)C1=C(C=CC(=C1)OC1=C(C=C(C=C1Cl)N1N=C(C(NC1=O)=O)C(F)F)Cl)O